methyl 3-methyl-1H-thieno[2,3-c]pyrazole-5-carboxylate CC=1C2=C(NN1)SC(=C2)C(=O)OC